(methoxymethyl)imidazo[1,2-b]Pyridazine-6-carboxylic acid methyl ester COC(=O)C=1C=CC=2N(N1)C=C(N2)COC